C(C)C(CCC(C)C)CCCC 5-ethyl-2-methylnonane